N,N-diphenyldibenzo[b,d]thiophen-3-amine C1(=CC=CC=C1)N(C=1C=CC2=C(SC3=C2C=CC=C3)C1)C1=CC=CC=C1